CC=1N=C2N(N=C(C=C2C)C=2NC(C3=C(N2)SC(=C3)OC3CCNCC3)=O)C1 2-(2,8-Dimethylimidazo[1,2-b]pyridazin-6-yl)-6-(4-piperidyloxy)-3H-thieno[2,3-d]pyrimidin-4-one